2-Methylpentamethylendiamin CC(CN)CCCN